5-Methyl-1-(1-((4'-(methylsulfonyl)-[1,1'-biphenyl]-4-yl)methyl)-1H-indol-5-yl)-1H-pyrazol-3-carboxamid CC1=CC(=NN1C=1C=C2C=CN(C2=CC1)CC1=CC=C(C=C1)C1=CC=C(C=C1)S(=O)(=O)C)C(=O)N